N=1ON=C2C1C=CC=C2S(=O)(=O)N2CC1=C(C2)CN(C1)C(=O)NCC=1OC=CC1 5-(2,1,3-Benzoxadiazole-4-sulfonyl)-N-(furan-2-ylmethyl)-1H,2H,3H,4H,5H,6H-pyrrolo[3,4-c]pyrrole-2-carboxamide